ClC=1C=C(C=CC1F)NC(N(CC)[C@H]1COCC=2NC(C=3C=C(C=CC3C21)Cl)=O)=O (R)-3-(3-chloro-4-fluorophenyl)-1-(8-chloro-6-oxo-1,4,5,6-tetrahydro-2H-pyrano[3,4-c]isoquinolin-1-yl)-1-ethylurea